N1=CC=C(C=C1)CC1=CC=NN1CC#N 2-(5-(pyridin-4-ylmethyl)-1H-pyrazol-1-yl)acetonitrile